(2S)-2-acetylamino-3-methyl-butyric acid C(C)(=O)N[C@H](C(=O)O)C(C)C